C(CCCCCCC)CCCCCCCCCCCCC(C(=O)O)(CCCCCCCCCCCCCCCC)OC(CCCCCCCCCCCCCCCCC)=O.C(CCCCCCCCC(=O)OCCCCCCCC)(=O)OCCCCCCCC dioctyl sebacate 12-Octyldodecyl-stearoyloxystearate